(3S,7S)-3-[2-(5-benzyloxy-6-methoxycarbonyl-4-oxo-pyran-2-yl)ethyl]-3-(tert-butoxycarbonylamino)-7-methyl-4,7-dihydro-2H-azepine-1-carboxylic acid tert-butyl ester C(C)(C)(C)OC(=O)N1C[C@](CC=C[C@@H]1C)(NC(=O)OC(C)(C)C)CCC=1OC(=C(C(C1)=O)OCC1=CC=CC=C1)C(=O)OC